C12=CC=C(CC1)C2 perhydro-norbornadiene